C(C)N(C=1C(=CC=CC1)N)CC N1,N1-diethylbenzene-1,2-diamine